CC(C(=O)O[C@H]1[C@@H](OC([C@H](COC([C@@H]1CC1=CC=CC=C1)=O)NC(=O)C1=NC=CC(=C1OCOC(C)=O)OC)=O)C)C [(3S,6S,7R,8R)-8-benzyl-3-[[3-(acetoxymethoxy)-4-methoxy-pyridine-2-carbonyl]amino]-6-methyl-4,9-dioxo-1,5-dioxonan-7-yl] 2-methylpropanoate